C1(CCCCCCCC=CCCCCCCO1)=O 9-hexadecene-16-olide